C(C)C1=C(C=CC(=C1)F)N1CN(C(C2=C1C=NC(=C2)C(F)(F)F)=O)C=2C(=NC(=CC2)OC)C 1-(2-ethyl-4-fluoro-phenyl)-3-(6-meth-oxy-2-methylpyridin-3-yl)-6-(tri-fluoromethyl)-2,3-dihydropyrido[3,4-d]pyrimidin-4(1H)-one